3-bromo-4-fluoro-benzene-1,2-diamine BrC1=C(C(=CC=C1F)N)N